BrCC1=C(C=CC(=C1)OC)OC 2-(Bromomethyl)-1,4-dimethoxy-benzol